C(C)(=O)NC1=NC=C(C(=C1)NC(OC(C)(C)C)=O)CCC tert-butyl (2-acetamido-5-propylpyridin-4-yl)carbamate